FC=1C=C(CNC=2C=CC=C3C(=NN(C23)C)C2C(NC(CC2)=O)=O)C=CC1CN1CCCCC1 3-(7-((3-fluoro-4-(piperidin-1-ylmethyl)benzyl)amino)-1-methyl-1H-indazol-3-yl)piperidine-2,6-dione